6-[5-[(1S)-1-[[6-chloro-8-(trifluoromethyl)quinazolin-4-yl]amino]ethyl]-1,2,4-triazol-1-yl]pyrimidine-4-carbaldehyde ClC=1C=C2C(=NC=NC2=C(C1)C(F)(F)F)N[C@@H](C)C1=NC=NN1C1=CC(=NC=N1)C=O